FC1=C(C(=CC(=C1)N1CC2(C1)CCNCC2)F)C2C(NC(CC2)=O)=O 3-(2,6-difluoro-4-(2,7-diazaspiro[3.5]nonan-2-yl)phenyl)piperidine-2,6-dione